6-(2-chloro-4-(5-methyl-1,2,4-oxadiazol-3-yl)phenyl)-N-(5-cyano-6-(2-(dimethylamino)ethoxy)pyridin-2-yl)nicotinamide ClC1=C(C=CC(=C1)C1=NOC(=N1)C)C1=NC=C(C(=O)NC2=NC(=C(C=C2)C#N)OCCN(C)C)C=C1